O=C1NC(CCC1N1C(N(C2=C1C=CC=C2C#CCCCNC(C(F)(F)F)=O)C)=O)=O N-(5-(1-(2,6-dioxopiperidin-3-yl)-3-methyl-2-oxo-2,3-dihydro-1H-benzo[d]imidazol-4-yl)pent-4-yn-1-yl)-2,2,2-trifluoroacetamide